[N+](=O)([O-])C1=C(C=CC=C1)S(=O)(=O)O 2-nitrobenzenesulfonic acid